5'-O-(tert-butyldimethylsilyl)-5-(N-trifluoroacetyl-aminopropargyl)-2'-deoxyuridine [Si](C)(C)(C(C)(C)C)OC[C@@H]1[C@H](C[C@@H](O1)N1C(=O)NC(=O)C(=C1)C(C#C)NC(C(F)(F)F)=O)O